2-(Ethylthio)-7,8-dihydro-3H-thiopyrano[3,2-d]pyrimidin-4(6H)-one C(C)SC=1NC(C2=C(N1)CCCS2)=O